N1(CCCC1)C=1C=C(C=CC1)C1CNC(N1)=O 5-(3-(pyrrolidin-1-yl)phenyl)imidazolidin-2-on